C(C)(=O)O[C@H]1[C@H](OC(C)=O)[C@H]([C@@H](OC(C)=O)[C@H](O1)COC(C)=O)N=[N+]=[N-] 1,2,4,6-Tetra-O-acetyl-3-azido-3-deoxy-β-D-galactopyranose